9-(1-(sec-butyl)-1,2,3,6-tetrahydropyridin-4-yl)-N-(3-chlorophenyl)-1-methyl-6,7-dihydro-5H-benzo[c][1,2,3]triazolo[1,5-a]azepin-7-amine 2,2,2-trifluoroacetate FC(C(=O)O)(F)F.C(C)(CC)N1CCC(=CC1)C1=CC2=C(C=3N(CCC2NC2=CC(=CC=C2)Cl)N=NC3C)C=C1